C1(CCC1)C=1C(=NN2C1C=C(C=C2)C(F)(F)F)NC(C[C@@](C)(C2=CC=CC=C2)O)=O (S)-N-(3-cyclobutyl-5-(trifluoromethyl)pyrazolo[1,5-a]pyridin-2-yl)-3-hydroxy-3-phenylbutanamide